FC1(CCC(CC1)NC1=NC(=NC(=C1)N1CCOCC1)SC)F N-(4,4-difluorocyclohexyl)-2-(methylthio)-6-morpholinopyrimidin-4-amine